N,N,N',N'-tetramethyl-Urea Hexafluorophosphate F[P-](F)(F)(F)(F)F.CN(C(=O)N(C)C)C